COC(=O)C1=CN=CN1C(CCC)C=1C=NC(=CC1)C1=CC=C(C=C1)C(F)(F)F 1-(1-(6-(4-(trifluoromethyl)phenyl)pyridin-3-yl)butyl)-1H-imidazole-5-carboxylic acid methyl ester